ethylene glycol bis(mercaptomethyl)propionate SCC(C(=O)OCCO)(C)CS